2-([1,1'-biphenyl]-3-yl)-3-(4-fluorophenyl)quinoxaline C1(=CC(=CC=C1)C1=NC2=CC=CC=C2N=C1C1=CC=C(C=C1)F)C1=CC=CC=C1